ClC=1C=CC(=NC1)C=1N=C2N(C=CC=C2)C1CN1C2CN(C(C1)CC2)C(=O)C2=NC(=CC=C2)OC (+)-(5-{[2-(5-Chloropyridin-2-yl)imidazo[1,2-a]pyridin-3-yl]methyl}-2,5-diazabicyclo[2.2.2]oct-2-yl)(6-methoxypyridin-2-yl)methanon